2-(2-(3,8-diazabicyclo[3.2.1]octan-3-yl)-7-(thiazol-2-yl)-4-(trifluoromethoxy)benzo[d]oxazol-5-yl)propan-2-ol C12CN(CC(CC1)N2)C=2OC1=C(N2)C(=C(C=C1C=1SC=CN1)C(C)(C)O)OC(F)(F)F